N,N-dimethyl-2,5,8,11-tetraoxatridecyl-ammonium bromide [Br-].C[NH+](C)COCCOCCOCCOCC